BrC1=CC=C(C(=N1)NC(=O)[C@@H]1[C@@H]2C[C@@H]2CN1)C (1R,2S,5S)-N-(6-bromo-3-methylpyridin-2-yl)-3-azabicyclo[3.1.0]hexane-2-carboxamide